BrCCCCCCC(=O)OCC(CCCCCCCCCC)CCCCCCCC 2-octyldodecyl 7-bromoheptanoate